1-(5-oxo-1-quinolin-8-ylpyrrolidin-3-yl)-3-[2-(trifluoromethyl)phenyl]urea O=C1CC(CN1C=1C=CC=C2C=CC=NC12)NC(=O)NC1=C(C=CC=C1)C(F)(F)F